PERHYDRO-1,4:5,8-DIMETHANONAPHTHALENE C12CCC(C3C4CCC(C13)C4)C2